D-prolineamide N1[C@H](CCC1)C(=O)N